C(CCC)C1N(S(C2=C(N(C1)C1=CC=CC=C1)C=C(C(=C2)C=2C=C(C(=C(C(=O)O)C2)F)F)NC2=C(C=CC=C2)F)(=O)=O)C 5-(3-butyl-7-((2-fluorophenyl)amino)-2-methyl-1,1-dioxido-5-phenyl-2,3,4,5-tetrahydrobenzo[f][1,2,5]thiadiazepin-8-yl)-2,3-difluorobenzoic acid